C(C)(C)(C)N=[Nb](OC(C)CC)C1C=CC=C1 tert-butyliminocyclopentadienyl-sec-butyloxyniobium